OC1CC(N(C1)C(C(C(C)C)C1=CC(=NO1)OCCCC=O)=O)C(=O)NCC1=CC=C(C=C1)C1=C(N=CS1)C 4-hydroxy-1-[3-methyl-2-[3-(4-oxobutoxy)isoxazol-5-yl]butanoyl]-N-[[4-(4-methylthiazol-5-yl)phenyl]methyl]pyrrolidine-2-carboxamide